CN(C(=O)/C=C/CN1C[C@H](CC1)C(=O)N(C)[C@H](C(=O)OC(C)(C)C)C(C)C)C tert-butyl (2S)-2-{1-[(3S)-1-[(2E)-3-(dimethylcarbamoyl)prop-2-en-1-yl]pyrrolidin-3-yl]-N-methylformamido}-3-methylbutanoate